tris(2-aminobutyl)amine NC(CN(CC(CC)N)CC(CC)N)CC